[2H]C(CCOC1OCCCC1)(O)[2H] 1,1-dideutero-3-tetrahydropyran-2-yloxy-propan-1-ol